9-Morpholino-8-(trifluoromethyl)pyrido[2,3-b]phenazin-5,12-dion O1CCN(CC1)C1=C(C=C2N=C3C(C4=C(C(C3=NC2=C1)=O)N=CC=C4)=O)C(F)(F)F